C1=NC=CC2=C1NC=1CCC3(CC21)CN(C3)C(=O)OC(C)(C)C tert-Butyl 5',7',8',9'-tetrahydrospiro[azetidine-3,6'-pyrido[3,4-b]indole]-1-carboxylate